Benzyl ((R)-1-(((S)-1-(((S)-1-((4-(hydroxymethyl)phenyl)amino)-1-oxo-5-ureidopentan-2-yl)amino)-3-methyl-1-oxobutan-2-yl)amino)-1-oxo-3-sulfamoylpropan-2-yl)carbamate OCC1=CC=C(C=C1)NC([C@H](CCCNC(=O)N)NC([C@H](C(C)C)NC([C@H](CS(N)(=O)=O)NC(OCC1=CC=CC=C1)=O)=O)=O)=O